C(C)OC1=C(C=C(C=C1)OCC)[N+](=O)[O-] 1,4-diethoxy-2-nitrobenzene